4-((2-((trans)-4-(2,4-Difluorophenyl)cyclohexyl)-ethyl)amino)tetrahydro-2H-pyran FC1=C(C=CC(=C1)F)[C@@H]1CC[C@H](CC1)CCNC1CCOCC1